ClC=1C=C(CN2N=NC=C2)C=C(C1)Cl 1-(3,5-dichlorobenzyl)-1H-1,2,3-triazole